(2R)-N-{4-[3'-(2-chloro-3-fluoroanilino)-4'-oxo-1',4',5',7'-tetrahydrospiro[cyclobutane-1,6'-pyrrolo[3,2-c]pyridin]-2'-yl]pyridin-2-yl}-4,4-difluoro-2-(4-fluorophenyl)butanamide ClC1=C(NC2=C(NC3=C2C(NC2(C3)CCC2)=O)C2=CC(=NC=C2)NC([C@H](CC(F)F)C2=CC=C(C=C2)F)=O)C=CC=C1F